COC=1C=CC(=NC1)C(=O)N[C@@H](C)C1=NC(=NC(=C1)NC1=CC=C(C=C1)OC(F)(F)F)N1CCOCC1 (S)-5-methoxy-N-(1-(2-morpholino-6-((4-(trifluoromethoxy)phenyl)amino)pyrimidin-4-yl)ethyl)picolinamide